(3'S)-4'-(4-methoxybenzyl)-3'-methyl-4',5'-dihydro-3'H-spiro[cyclopropane-1,2'-pyrido[2,3-f][1,4]oxazepin]-7'-ol COC1=CC=C(CN2[C@H](C3(OC4=C(C2)N=C(C=C4)O)CC3)C)C=C1